N-[[2-fluoro-4-(trifluoromethyl)phenyl]methyl]pyrazolo[1,5-a]pyridin-3-amine FC1=C(C=CC(=C1)C(F)(F)F)CNC=1C=NN2C1C=CC=C2